C(C1=CC=CC=C1)C1=NN2C(C=NCC2)=C1 (benzyl)-6,7-dihydropyrazolo[1,5-a]pyrazine